bismuth praseodymium [Pr].[Bi]